rel-(3R,4S)-3-(3-amino-1-prop-2-enoyl-4-piperidyl)-1-methyl-7-[4-(4-methylpiperazin-1-yl)anilino]-4H-pyrimido[4,5-d]pyrimidin-2-one N[C@@H]1CN(CC[C@@H]1N1C(N(C2=NC(=NC=C2C1)NC1=CC=C(C=C1)N1CCN(CC1)C)C)=O)C(C=C)=O |o1:1,6|